CN1C=C(C2=CC=CC=C12)NC(C(=O)O)CC 2-((1-methyl-1H-indol-3-yl)amino)butyric acid